C1C(C(=O)OC1=O)C2CC(=O)OC2=O butane-1,2,3,4-tetracarboxylic dianhydride